C1=C(C=CC2=CC=CC=C12)C(=O)N[C@@H](C(=O)N1[C@@H](C[C@H](C1)N1N=NC=C1C(C)(C)O)C(=O)NC(CCCCNC(OCC1=CC=CC=C1)=O)C(C(=O)N)=O)CC1CCCCC1 Benzyl (5-((2S,4R)-1-((R)-2-(2-naphthamido)-3-cyclohexylpropanoyl)-4-(5-(2-hydroxypropan-2-yl)-1H-1,2,3-triazol-1-yl)pyrrolidin-2-carboxamido)-7-amino-6,7-dioxoheptyl)carbamat